BrC=1C=NC(=NC1)C1(CC(C1)(C)O[Si](C)(C)C(C)(C)C)N[S@@](=O)C(C)(C)C (S)-N-((1r,3S)-1-(5-bromopyrimidin-2-yl)-3-((tert-butyldimethylsilyl)oxy)-3-methylcyclobutyl)-2-methylpropane-2-sulfinamide